2-oxa-6-azaspiro[3.4]octane hemioxalate salt C(C(=O)O)(=O)O.C1OCC12CNCC2.C2OCC21CNCC1